tert-butyl (2S)-2-[bis(tert-butoxycarbonyl)amino]-4-{[(tert-butoxycarbonyl)[(2R)-1,1,1-trifluorobut-3-en-2-yl]amino]carbonyl}pent-4-enoate C(C)(C)(C)OC(=O)N([C@H](C(=O)OC(C)(C)C)CC(=C)C(=O)N([C@@H](C(F)(F)F)C=C)C(=O)OC(C)(C)C)C(=O)OC(C)(C)C